1,1-dimethylurea CN(C(=O)N)C